methyl 4-amino-1-(4-(1-methoxyethyl)-2,6-dimethylphenyl)-6-oxo-1,6-dihydropyrimidine-5-carboxylate NC=1N=CN(C(C1C(=O)OC)=O)C1=C(C=C(C=C1C)C(C)OC)C